tert-butyl (S)-((4-((1-benzylpyrrolidin-3-yl)amino)-5-chloro-2-fluorophenyl)sulfonyl)(isoxazol-3-yl)carbamate C(C1=CC=CC=C1)N1C[C@H](CC1)NC1=CC(=C(C=C1Cl)S(=O)(=O)N(C(OC(C)(C)C)=O)C1=NOC=C1)F